4-({7-(3,8-diazabicyclo[3.2.1]octan-3-yl)-5-[(tetrahydro-1H-pyrrolizin-7a(5H)-yl)methoxy][1,3]thiazolo[5,4-d]pyrimidin-2-yl}methyl)-5-fluoronaphthalen-2-ol C12CN(CC(CC1)N2)C=2C1=C(N=C(N2)OCC23CCCN3CCC2)SC(=N1)CC1=CC(=CC2=CC=CC(=C12)F)O